[K].ClC1=C(C(=CC=C1)Cl)NC1=C(C=CC=C1)CC(=O)O 2-[(2,6-dichlorophenyl)amino]phenylacetic acid potassium